FC1=C(C(=C(C(=C1F)F)F)F)[B-](C1=C(C(=C(C(=C1F)F)F)F)F)(C1=C(C(=C(C(=C1F)F)F)F)F)C1=C(C(=C(C(=C1F)F)F)F)F.C[NH+](C1=CC=CC=C1)CCCCCCCCCCCCCCCC N-methyl-N-hexadecyl-anilinium tetrakis(perfluorophenyl)borate